CC(=CC=CC=C)CCCC(C)C 6,10-dimethyl-undecatriene